6-fluoro-2-(2'-fluoro-1,1'-biphenyl-4-yl)-3-methyl-4-quinoline-carboxylic acid sodium salt [Na+].FC=1C=C2C(=C(C(=NC2=CC1)C1=CC=C(C=C1)C1=C(C=CC=C1)F)C)C(=O)[O-]